FC(C(=O)O)(F)F.FC(C(=O)O)(F)F.NCCCOC=1C(=C(C=C(C1)C=1N=CC2=CC=CC=C2C1)O)C(C)C 3-(3-aminopropoxy)-2-isopropyl-5-(isoquinolin-3-yl)phenol, bis-trifluoroacetate salt